NCC=1C=C(C(=O)NC2=CC(=CC(=C2)C(F)(F)F)N2C=NC(=C2)C)C=CC1C 3-(aminomethyl)-4-methyl-N-(3-(4-methyl-1H-imidazol-1-yl)-5-(trifluoromethyl)phenyl)benzamide